C(C)(=O)N(C(=O)C1C[C@@H]2[C@@H](CN(C2)C(=O)OCC2=CC=CC=C2)C1)C benzyl (3aR,5s,6aS)-5-(acetyl(methyl)carbamoyl)hexahydrocyclopenta[c]pyrrole-2(1H)-carboxylate